N1CCNCC1 (7aS)-tetrahydro-1H-pyrazin